(R)-2-(4-bromo-2-fluorobenzyl)-1-(oxetan-2-ylmethyl)-1H-thieno[2,3-d]imidazole-5-carboxylic acid methyl ester COC(=O)C1=CC2=C(N=C(N2C[C@@H]2OCC2)CC2=C(C=C(C=C2)Br)F)S1